OC1(CC(C1)C(=O)N1CC2(C1)CCC(CC2)OC2=CC=C(C=C2)OC(F)(F)F)C ((1s,3s)-3-hydroxy-3-methylcyclobutyl)(7-(4-(trifluoromethoxy)phenoxy)-2-azaspiro[3.5]non-2-yl)methanone